2,6-dimethoxy-N-{4-[(2H3)methyloxy]-6-[(1H-pyrazol-1-yl)(2H2)methyl]-1,2-benzoxazol-3-yl}benzene-1-sulfonamide COC1=C(C(=CC=C1)OC)S(=O)(=O)NC1=NOC2=C1C(=CC(=C2)C([2H])([2H])N2N=CC=C2)OC([2H])([2H])[2H]